CN(CC/C=C/C(=O)N1CC2=C([C@@H](C1)C1=C(C=CC=C1)C=1C(=NN(C1)CC)C(F)(F)F)C=C(S2)C#N)C (S,E)-6-(5-(dimethylamino)pent-2-enoyl)-4-(2-(1-ethyl-3-(trifluoromethyl)-1H-pyrazol-4-yl)phenyl)-4,5,6,7-tetrahydrothieno[2,3-c]pyridine-2-carbonitrile